FC(S(=O)(=O)OC=1C=CC2=C(CCCCC2=O)C1OC)(F)F 1-Methoxy-5-oxo-6,7,8,9-tetrahydro-5H-benzo[7]annulen-2-yl trifluoromethanesulfonate